tert-butyl (4-(benzo[c]isoxazol-6-yloxy)-3-methylphenyl)carbamate N=1OC=C2C1C=C(C=C2)OC2=C(C=C(C=C2)NC(OC(C)(C)C)=O)C